ClC1=C(OCCCCCOCCCOCC(=O)OC(C)(C)C)C(=CC(=C1)C(C)(C)C1=CC=C(C=C1)O)C#N tert-butyl 2-(3-((5-(2-chloro-6-cyano-4-(2-(4-hydroxyphenyl)propan-2-yl)phenoxy)pentyl)oxy) propoxy)acetate